tert-Butyl (1R,3R,5S)-3-(5-cyanoisoxazole-3-carboxamido)-8-azabicyclo[3.2.1]octane-8-carboxylate C(#N)C1=CC(=NO1)C(=O)NC1C[C@H]2CC[C@@H](C1)N2C(=O)OC(C)(C)C